The molecule is a phenolate anion obtained by deprotonation of the 2-hydroxy group of (S)-versiconol. It is the major microspecies at pH 7.3 (according to Marvin v 6.2.0.). It is a conjugate base of a (S)-versiconol. C1=C(C=C(C2=C1C(=O)C3=CC(=C(C(=C3C2=O)[O-])[C@H](CCO)CO)O)O)O